N-(4-amino-2-chloro-3-((3,4-dihydro-2H-pyrimido[1,2-c]quinazolin-10-yl)oxy)phenyl)propane-1-sulfonamide NC1=C(C(=C(C=C1)NS(=O)(=O)CCC)Cl)OC1=CC=2C=3N(C=NC2C=C1)CCCN3